C1(=CCCC1)C1=CN=CC(=N1)NCC1=CC(=C(C=C1)C)C 6-(cyclopent-1-en-1-yl)-N-(3,4-dimethylbenzyl)pyrazin-2-amine